(R)-2-(4,4-difluoroazepan-1-yl)-5-(3,4-difluorophenyl)-4-methyl-N-(3-(S-methyl-N-(methylglycyl)sulfonimidoyl)phenyl)nicotinamide FC1(CCN(CCC1)C1=C(C(=O)NC2=CC(=CC=C2)[S@@](=O)(=NC(CNC)=O)C)C(=C(C=N1)C1=CC(=C(C=C1)F)F)C)F